C(C)(C)(C)OC(=O)N1CCC(CC1)NC(=O)C=1C=CC=C2C=CC=NC12 4-(quinoline-8-carboxamido)piperidine-1-carboxylic acid tert-butyl ester